6-isopropyl-9-methyl-1,4-dioxaspiro-(4.5)-decane-2-methanol C(C)(C)C1C2(OCC(O2)CO)CC(CC1)C